C(C)(C)N1C(NC(=NC1=O)NC(C)C1=CC=2CCCCC2C=C1)=O 3-isopropyl-6-((1-(5,6,7,8-tetrahydronaphthalen-2-yl)ethyl)amino)-1,3,5-triazine-2,4(1H,3H)-dione